(S)-1-(1-Acrylpyrrolidin-3-yl)-5-amino-3-bromo-1H-pyrazole-4-carboxamide C(=O)(C=C)N1C[C@H](CC1)N1N=C(C(=C1N)C(=O)N)Br